FC(OC1CCC(CC1)C(=O)N1C[C@@H](C([C@@H](C1)OCC1=CC=CC=C1)OCC1=CC=CC=C1)OCC1=CC=CC=C1)(F)F ((1r,4R)-4-(trifluoromethoxy)cyclohexyl)((3S,4R,5R)-3,4,5-tris(benzyloxy)piperidin-1-yl)methanone